3-[4-[(Tert-Butyldiphenylsilyl)oxy]butoxy]-N-[2-[(tert-Butyldiphenylsilyl)oxy]ethyl]-N-methylaniline [Si](C1=CC=CC=C1)(C1=CC=CC=C1)(C(C)(C)C)OCCCCOC=1C=C(N(C)CCO[Si](C2=CC=CC=C2)(C2=CC=CC=C2)C(C)(C)C)C=CC1